5-(3-(4,6-diphenyl-1,3,5-triazin-2-yl)phenyl)-7,7-dimethyl-indole C1(=CC=CC=C1)C1=NC(=NC(=N1)C1=CC=CC=C1)C=1C=C(C=CC1)C=1C=C2C=CN=C2C(C1)(C)C